(1H)pyridinone N1C(C=CC=C1)=O